CN1N=NC2=C1C=C(C=C2)C2=CNC=1N=C(N=CC12)NC=1C=NC(=CC1)N1CCN(CC1)C 5-(1-methyl-1H-benzo[d][1,2,3]triazol-6-yl)-N-(6-(4-methylpiperazin-1-yl)pyridin-3-yl)-7H-pyrrolo[2,3-d]pyrimidin-2-amine